3-bromo-5-(vinyloxy)benzoic acid BrC=1C=C(C(=O)O)C=C(C1)OC=C